8-((5-bromopentyl)oxy)-7-methoxy-5-oxo-4-phenyl-2,3,4,5-tetrahydro-1H-benzo[e][1,4]diazepin-1-carboxylic acid allyl ester C(C=C)OC(=O)N1CCN(C(C2=C1C=C(C(=C2)OC)OCCCCCBr)=O)C2=CC=CC=C2